ClC=1C=CC(=C(C1)[C@]1(CNC2=C1C=NC(=C2)C(F)(F)F)C)OC (3S)-3-(5-chloro-2-methoxyphenyl)-3-methyl-6-(trifluoromethyl)-1H-pyrrolo[3,2-c]pyridin